11-chloro-3,7-dimethyldibenzo[b,f][1,4]Oxazepine ClC1=NC2=C(OC3=C1C=CC(=C3)C)C=C(C=C2)C